C(CCCC#N)#N glutaronitrile